2-(2-aminoethyl)-7-(1H-pyrazol-5-yl)-[1,3]Thiazolo[4,5-c]Quinolin-4-amine NCCC=1SC2=C(C(=NC=3C=C(C=CC23)C2=CC=NN2)N)N1